N-(1-((5-fluoropyridin-2-yl)oxy)-2-methylpropan-2-yl)thieno[3,2-b]pyridine-6-carboxamide FC=1C=CC(=NC1)OCC(C)(C)NC(=O)C=1C=C2C(=NC1)C=CS2